2,3,4-trifluoro-5-ethoxyphenylboronic acid FC1=C(C=C(C(=C1F)F)OCC)B(O)O